ClC=1N=NC(=CC1)N1[C@H](CNCC1)C 3-chloro-6-[(2S)-2-methylpiperazin-1-yl]pyridazine